S-(4-methylphenyl) diphenyl thiophosphite P(SC1=CC=C(C=C1)C)(OC1=CC=CC=C1)OC1=CC=CC=C1